CC1=NN=C2N1C=C(C=C2[N+](=O)[O-])C(F)(F)F 3-methyl-8-nitro-6-(trifluoromethyl)-[1,2,4]triazolo[4,3-a]pyridine